N-(3-(1,1-difluoroethyl)phenyl)-1-(4-(N,N-dimethylsulfamoyl)phenyl)-3-methyl-5-oxo-4,5-dihydro-1H-pyrazole-4-carboxamide FC(C)(F)C=1C=C(C=CC1)NC(=O)C1C(=NN(C1=O)C1=CC=C(C=C1)S(N(C)C)(=O)=O)C